C(=O)(O)C=1C=C(OC2=CC=C(C=C2)C(C)(C)C2=CC=C(C=C2)OC2=CC(=C(C=C2)C(=O)O)C(=O)O)C=CC1C(=O)O 2,2-Bis[4-(3,4-dicarboxyphenoxy)phenyl]propane